C(C)(C)(C)OC(=O)N1CC(=CC1)C=1OC(=NN1)[C@@]12CN(C[C@]2(C1)C(F)(F)F)C1=C2C=CC=NC2=C(C=C1)C#N 3-(5-((1S,5R)-3-(8-cyanoquinolin-5-yl)-5-(trifluoromethyl)-3-azabicyclo[3.1.0]hex-1-yl)-1,3,4-oxadiazol-2-yl)-2,5-dihydro-1H-pyrrole-1-carboxylic acid tert-butyl ester